C1(CC1)CNC(C)C1=NC=CN=C1N1N=CN=C1 N-(cyclopropylmethyl)-1-[3-(1,2,4-triazol-1-yl)pyrazin-2-yl]ethylamine